4-(2-(benzyloxy)phenyl)-N-hexyl-1H-imidazole-1-carboxamide C(C1=CC=CC=C1)OC1=C(C=CC=C1)C=1N=CN(C1)C(=O)NCCCCCC